1-(3-aminopropyl)-3-(4-(2-(4-bromophenyl)propan-2-yl)thiazol-2-yl)urea NCCCNC(=O)NC=1SC=C(N1)C(C)(C)C1=CC=C(C=C1)Br